(R)-3-(chloromethyl)hexanoyl chloride ClC[C@@H](CC(=O)Cl)CCC